(3-chloro-6-methoxypyridin-2-yl)(3-{[2-(4-chlorophenyl)imidazo[1,2-a]pyrimidin-3-yl]methyl}-3,8-diazabicyclo[3.2.1]oct-8-yl)methanone ClC=1C(=NC(=CC1)OC)C(=O)N1C2CN(CC1CC2)CC2=C(N=C1N2C=CC=N1)C1=CC=C(C=C1)Cl